N-(pyridine-4-yl-methylene)methylamine N1=CC=C(C=C1)C=NC